(3-chloropropyl)dimethylamine ClCCCN(C)C